Tert-butyl-5-chloro-N-(8-fluoro-2-methylimidazo[1,2-a]pyridin-6-yl)pyrazine-2-carboxamide C(C)(C)(C)C=1C(=NC=C(N1)Cl)C(=O)NC=1C=C(C=2N(C1)C=C(N2)C)F